C(ON1C(CCC1=O)=O)(OC1CC(C1)C1=CC=CC=C1)=O 2,5-dioxopyrrolidin-1-yl ((1S,3S)-3-phenylcyclobutyl) carbonate